2-((5-bromoisoindolin-2-yl)methyl)-7-fluoroimidazo[1,2-c]quinazolin-5-amine BrC=1C=C2CN(CC2=CC1)CC=1N=C2N(C(=NC=3C(=CC=CC23)F)N)C1